C(#N)C=1N(C2=CC=CC(=C2C1)OC)CCNC1=CC(=NC=N1)C1=CC(=CS1)C(F)(F)F 5-{6-[2-(2-Cyano-4-methoxy-indol-1-yl)-ethylamino]-pyrimidin-4-yl}-3-trifluoromethyl-thiophen